Cl.ClC1=C(C(=O)NCC(=O)NN)C=CC(=C1O)O 2-chloro-N-(2-hydrazinyl-2-oxoethyl)-3,4-dihydroxybenzamide hydrochloride